C(C=C)(=O)OCCCCCCCCO 8-hydroxyoctyl acrylate